4-amino-5-fluoro-1-[(2R,5S)-2-(hydroxymethyl)-1,3-oxathiolan-5-yl]-1,2-dihydropyrimidin-2-one NC1=NC(N(C=C1F)[C@@H]1CS[C@@H](O1)CO)=O